BrC=1C2=C(C(N(C1)C)=O)NC(=C2C=2OC(=NN2)CO)C 4-bromo-3-(5-(hydroxymethyl)-1,3,4-oxadiazol-2-yl)-2,6-dimethyl-1H-pyrrolo[2,3-c]pyridin-7(6H)-one